N-(imidazo[1,2-b]pyridazin-3-yl)-6-methoxy-2-((5s,8s)-1-methyl-2-oxo-1-azaspiro[4.5]decan-8-yl)-2H-indazole-5-carboxamide N=1C=C(N2N=CC=CC21)NC(=O)C2=CC1=CN(N=C1C=C2OC)C2CCC1(CCC(N1C)=O)CC2